β-naphthyl ethyl ether C(C)OC1=CC2=CC=CC=C2C=C1